[Cl-].C[N+](C(C)(C)OC(C(=C)C)=O)(C)C N,N,N-trimethyl-2-[(2-methylacryloyl)oxy]propan-2-aminium chloride